3-(3-(trifluoromethyl)-1-((2-(trimethylsilyl)ethoxy)methyl)-1H-pyrazol-4-yl)benzoic acid FC(C1=NN(C=C1C=1C=C(C(=O)O)C=CC1)COCC[Si](C)(C)C)(F)F